5-(chloromethyl)oxazolidin-2-one ClCC1CNC(O1)=O